ClC1=C(C(=O)NC2=NNC=C2C)C(=CC=C1)C 2-chloro-6-methyl-N-(4-methyl-1H-pyrazol-3-yl)benzamide